N-(4-(2-(2-fluorophenyl)propyl)-6-(((R)-1-hydroxy-4-methylpent-2-yl)amino)-1,3,5-triazin-2-yl)methanesulfonamide FC1=C(C=CC=C1)C(CC1=NC(=NC(=N1)N[C@@H](CO)CC(C)C)NS(=O)(=O)C)C